1-(2-hydroxyethyl)-pyrrolidine OCCN1CCCC1